NC1=CC=C(C=C1)C(O)(C)C 4-amino-α,α-dimethyl-benzene-methanol